ClC=1C=C(C(=C(C1)S(=O)(=O)NCOC)C=1C(=NC=CC1C1=C(C=CC=C1[N+](=O)[O-])Cl)CO)C(F)(F)F 5-chloro-2-((2-chloro-6-nitrophenyl)-(hydroxymethyl)pyridin-3-yl)-N-methoxymethyl-3-(trifluoromethyl)-benzenesulfonamide